(2R,5S)-N-(4-Amino-2-fluorophenyl)-3-(4-cyano-3-(trifluoromethyl)phenyl)-2-(trifluoromethyl)oxazolidin-5-carboxamid NC1=CC(=C(C=C1)NC(=O)[C@@H]1CN([C@H](O1)C(F)(F)F)C1=CC(=C(C=C1)C#N)C(F)(F)F)F